[C@H]12C=3NN=NC3CO[C@@H]2CNC1 (1R,9S)-8-oxa-3,4,5,11-tetrazatricyclo[7.3.0.02,6]dodeca-2(6),4-dien